4-[[2-(5-chloro-2-hydroxy-phenyl)acetyl]amino]-N-[(3R)-3-(hydroxymethyl)tetrahydrofuran-3-yl]pyridine-2-carboxamide [4-[[6-bromo-3-(1-methylpyrazol-4-yl)-2-pyridyl]oxy]butyl]carbamate BrC1=CC=C(C(=N1)OCCCCNC(O)=O)C=1C=NN(C1)C.ClC=1C=CC(=C(C1)CC(=O)NC1=CC(=NC=C1)C(=O)N[C@@]1(COCC1)CO)O